2-(3-(cyclopentyloxy)-5-(3,3-difluoro-1-((4-methyl-4H-1,2,4-triazol-3-yl)methyl)cyclobutyl)phenyl)-6-(((1-methylcyclobutyl)amino)methyl)-4-(trifluoromethyl)isoindolin-1-one C1(CCCC1)OC=1C=C(C=C(C1)C1(CC(C1)(F)F)CC1=NN=CN1C)N1C(C2=CC(=CC(=C2C1)C(F)(F)F)CNC1(CCC1)C)=O